Tert-Butyl N-[2-(2-aminoethoxy)ethyl]-N-[2-[3-(dibenzylamino)-2-fluoro-1,1-dimethyl-propoxy]ethyl]carbamate NCCOCCN(C(OC(C)(C)C)=O)CCOC(C(CN(CC1=CC=CC=C1)CC1=CC=CC=C1)F)(C)C